3,5-difluoro-4-hydrazino-benzonitrile FC=1C=C(C#N)C=C(C1NN)F